NC1=CC(=C(C(=C1)C(C)C)NC(=O)NC=1C(N(C2=NC=CC=C2C1C1=CC(=CC=C1)OCCCC(C)C)CCCC)=O)C(C)C 1-[4-Amino-2,6-di(propan-2-yl)phenyl]-3-[1-butyl-4-[3-(4-methylpentoxy)phenyl]-2-oxo-1,8-naphthyridin-3-yl]urea